trans-3-((S)-2-(4-((3-cyano-5-fluorophenoxy)methyl)cyclohexane-1-carbonyl)isoxazolidin-3-yl)-5-fluorobenzonitrile C(#N)C=1C=C(OC[C@@H]2CC[C@H](CC2)C(=O)N2OCC[C@H]2C=2C=C(C#N)C=C(C2)F)C=C(C1)F